C(C1=CC=CC=C1)OC(C(=O)OCC1=CC=CC=C1)CCN benzyl 2-(benzyloxy)-4-aminobutyrate